ClC=1C(=NC=C(C1)C1=CC=CC=C1)C#N 3-chloro-5-phenylpyridinecarbonitrile